2,4-dichloro-7-(1-ethylcyclobutyl)-5-fluoropyrrolo[2,1-f][1,2,4]triazine ClC1=NN2C(C(=N1)Cl)=C(C=C2C2(CCC2)CC)F